(1R,5S)-[3-ethyl-6-(2-amino-2-oxo-ethyl)bicyclo[3.2.0]hept-3-en-6-yl]acetic acid tert-butyl ester C(C)(C)(C)OC(CC1([C@@H]2C=C(C[C@@H]2C1)CC)CC(=O)N)=O